C(C=C)(=O)N1C[C@H](CC1)C1=NN(C=2C(=NNC(C21)=O)N)C2=CC=C(C=C2)OC2=CC(=CC(=C2)F)F (S)-3-(1-Acryloylpyrrolidin-3-yl)-7-amino-1-(4-(3,5-difluorophenoxy)phenyl)-1,5-dihydro-4H-pyrazolo[3,4-d]pyridazin-4-on